C(CCCC=C)(=O)N1C(OC[C@H]1C(C)C)=O (R)-3-(5-hexenoyl)-4-isopropyl-oxazolidin-2-one